4-(dibutylamino)-2-methylbenzaldehyde C(CCC)N(C1=CC(=C(C=O)C=C1)C)CCCC